ClC1=C(C=C(C=C1)C=1C=NN(C1)C1=C(C(=NN1C)OS(=O)(=O)C(C(F)(F)F)(C(F)(F)F)F)C(F)(F)F)C(N(C(C(C)C)=O)C1(CC1)C#N)=O [5-[4-[4-chloro-3-[(1-cyanocyclopropyl)-(2-methylpropanoyl)carbamoyl] phenyl]pyrazol-1-yl]-1-methyl-4-(trifluoromethyl)pyrazol-3-yl]1,1,1,2,3,3,3-heptafluoropropane-2-sulfonate